(1aR,5aR)-2-(2,4-Difluoro-phenyl)-1a,2,5,5a-tetrahydro-1H-2,3-diaza-cyclopropa[a]pentalene-4-carboxylic acid (2-fluoro-1-fluoromethyl-1-hydroxymethyl-ethyl)-amide FCC(CO)(CF)NC(=O)C=1C=2C[C@@H]3[C@H](C2N(N1)C1=C(C=C(C=C1)F)F)C3